C(C1=CC=CC=C1)C=1NC(=NN1)C(=O)NC1=NC=CC(=C1)C1=C(C=CC(=C1)OC1CC1)C 5-benzyl-N-(4-(5-cyclopropoxy-2-methylphenyl)pyridine-2-yl)-4H-1,2,4-triazole-3-formamide